NCC1=CC(=C(C=C1)COC1=CC=C(C=C1)NC(=O)NCC=1C=C2CN(C(C2=CC1)=O)C1C(NC(CC1)=O)=O)OC 1-(4-{[4-(Aminomethyl)-2-methoxyphenyl]methoxy}phenyl)-3-{[2-(2,6-dioxopiperidin-3-yl)-1-oxo-2,3-dihydro-1H-isoindol-5-yl]methyl}urea